N1=C(C=CC=C1)CN(CCN1C(C2=CC=CC=3C2=C(C1=O)C=CC3N(C)C)=O)CC3=NC=CC=C3 2-(2-(bis(pyridin-2-ylmethyl)amino)ethyl)-6-(dimethylamino)-1H-benzo[de]isoquinoline-1,3(2H)-dione